C1(CC1)C1=NC=NC(=C1C=1N=CC2=C(N1)C(=NN2)CC2=CC=C(C=C2)C=2N(C=C(N2)C(F)(F)F)C)OC([2H])([2H])[2H] 5-[4-cyclopropyl-6-(trideuteriomethoxy)pyrimidin-5-yl]-3-[[4-[1-methyl-4-(trifluoromethyl)imidazol-2-yl]phenyl]methyl]-1H-pyrazolo[4,3-d]pyrimidine